3-(((tert-butoxycarbonyl)amino)methyl)-1-(4-(trifluoromethyl)phenyl)-1,2,3,4-tetrahydroquinolin-5-yl trifluoromethanesulfonate FC(S(=O)(=O)OC1=C2CC(CN(C2=CC=C1)C1=CC=C(C=C1)C(F)(F)F)CNC(=O)OC(C)(C)C)(F)F